1-Isocyanato-3,3,5-trimethyl-5-(isocyanatomethyl)cyclohexan N(=C=O)C1CC(CC(C1)(CN=C=O)C)(C)C